1-bromo-4-(ethoxymethoxy)benzene 1,4-dioxido-2,5-Benzenedicarboxylate [O-]C1=C(C=C(C(=C1)C(=O)[O-])[O-])C(=O)[O-].BrC1=CC=C(C=C1)OCOCC